tert-butyl (3R,5S)-3-azido-5-hydroxypiperidine-1-carboxylate N(=[N+]=[N-])[C@H]1CN(C[C@H](C1)O)C(=O)OC(C)(C)C